pyrazolo[3,4-d]pyridine N1N=CC=2C1=CC=NC2